sodium oleoyl aminobenzenesulfonate NC1=C(C=CC=C1)S(=O)(=O)OC(CCCCCCC\C=C/CCCCCCCC)=O.[Na]